BrC=1C=NC=C(C1)C(F)(F)F 3-Bromo-5-(trifluoromethyl)pyridine